NN1C(=NC(=C1C(=O)N)C1=CC=C(C=C1)C(NC1=NC=CC=C1)=O)CC1CCN(CC1)CC#CC 1-amino-2-((1-(but-2-ynyl)piperidin-4-yl)methyl)-4-(4-(pyridin-2-ylcarbamoyl)phenyl)-1H-imidazole-5-carboxamide